(S)-ethyl 2-(1-(2-((diethoxyphosphoryl)oxy)ethyl)-3-(3-(5-(pentan-3-ylcarbamoyl)oxazol-2-yl)phenyl)-1H-pyrazole-5-carboxamido)-3-methylbutanoate C(C)OP(=O)(OCC)OCCN1N=C(C=C1C(=O)N[C@H](C(=O)OCC)C(C)C)C1=CC(=CC=C1)C=1OC(=CN1)C(NC(CC)CC)=O